2-((2-amino-1,5-naphthyridin-4-yl)amino)heptan-1-ol methyl-5-(4-amino-2-bromo-5-fluorophenyl)pent-4-ynoate CC(C(=O)OCC(CCCCC)NC1=CC(=NC2=CC=CN=C12)N)CC#CC1=C(C=C(C(=C1)F)N)Br